FC1=CC=C(OC[C@@H](/C=C/[C@H]2[C@@H](C[C@@H]3OC[C@H](CC[C@@H]32)COCC(=O)OC(C)C)O)O)C=C1 2-Propanyl ({(3R,5aR,6R,7R,8aS)-6-[(1E,3R)-4-(4-fluorophenoxy)-3-hydroxy-1-buten-1-yl]-7-hydroxyoctahydro-2H-cyclopenta[b]oxepin-3-yl}methoxy)acetate